FC=1C=C(C=C(C1OC1=C2C(=NC=C1)N(C=C2C(F)(F)F)COCC[Si](C)(C)C)F)NC(OCC2(CNC2)C(C)C)=O [3-(propan-2-yl)azetidin-3-yl]methyl (3,5-difluoro-4-{[3-(trifluoromethyl)-1-{[2-(trimethylsilyl)ethoxy]methyl}-1H-pyrrolo[2,3-b]pyridin-4-yl]oxy}phenyl)carbamate